N[C@H]1[C@@H]2N(C[C@H]1CC2)C(=O)C2=CC1=C(N(C(=N1)C=1N(C3=CC(=CC=C3C1)C1CN(CC1)C(C)=O)CC1CC1)C)C(=C2)OC 1-[3-(2-{5-[(1R,4R,7R)-7-amino-2-azabicyclo[2.2.1]heptane-2-carbonyl]-7-methoxy-1-methyl-1H-1,3-benzodiazol-2-yl}-1-(cyclopropylmethyl)-1H-indol-6-yl)pyrrolidin-1-yl]ethan-1-one